N-(cis-2-(((cis-4-phenylcyclohexyl)oxy)methyl)-1-((3S)-tetrahydrofuran-3-ylcarbonyl)piperidin-3-yl)methanesulfonamide C1(=CC=CC=C1)[C@H]1CC[C@H](CC1)OC[C@@H]1N(CCC[C@@H]1NS(=O)(=O)C)C(=O)[C@@H]1COCC1